CN1N=C2C(C(N(CCO2)C2=C(C=C(C=C2)C2=NC3=CC=C(C=C3C=N2)C(F)(F)F)C)=O)=N1 2-methyl-7-(2-methyl-4-(6-(trifluoromethyl)quinazolin-2-yl)phenyl)-6,7-dihydro-2H-[1,2,3]triazolo[4,5-f][1,4]oxazepin-8(5H)-one